CN(C1=CC=C(C=C1)C1=CC(=CC=C1)C=O)C 4'-(dimethylamino)-[1,1'-biphenyl]-3-carbaldehyde